S1C(=CC2=C1C=CC=C2)C2=CC=C(C=C2)N(C2=CC=C(C=C2)C2=CC=C(C=C2)C2=CC1=CC=CC=C1C=C2)C2=CC=C(C=C2)C=2OC1=C(N2)C=CC=C1 (4-benzothiophen-2-yl-phenyl)-(4-benzoxazol-2-yl-phenyl)-(4'-naphthalen-2-yl-biphenyl-4-yl)amine